C(#N)C(=C1CCNCC1)C1=CC=C(C=C1)F 4-[cyano-(4-fluorophenyl)methylene]piperidine